FC1=C(C=CC=C1)C1=NC=CC(=C1)NC1=NC=NC2=CC(=C(C=C12)NC(C=C)=O)O[C@H]1CN(CC1)C1COC1 (R)-N-(4-((2-(2-fluorophenyl)pyridin-4-yl)amino)-7-((1-(oxetan-3-yl)pyrrolidin-3-yl)oxy)quinazolin-6-yl)acrylamide